methyl 4-((2-((1-hydroxybutan-2-yl)amino)-8-isopropylpyrazolo[1,5-a][1,3,5]triazin-4-yl)amino)piperidine-1-carboxylate OCC(CC)NC1=NC=2N(C(=N1)NC1CCN(CC1)C(=O)OC)N=CC2C(C)C